1,3,5-trimethyl-pyrrole CN1C=C(C=C1C)C